(Z)-3-((1H-pyrrolo[2,3-c]pyridin-2-yl)methylene)-6-methyl-5-(8-methyl-2,3-dihydro-1H-pyrido[2,3-b][1,4]oxazin-7-yl)indolin-2-one N1C(=CC=2C1=CN=CC2)\C=C\2/C(NC1=CC(=C(C=C21)C2=C(C1=C(OCCN1)N=C2)C)C)=O